hydroxycyclohexyl-propiophenone OC(C(=O)C1=CC=CC=C1)(C)C1CCCCC1